OC1C(OCC1)(C(=O)NC([2H])([2H])[2H])O dihydroxy-N-(methyl-d3)tetrahydrofuran-2-carboxamide